6-indan-4-yl-3-(4-isoquinolyl)-1-[(4-methoxyphenyl)methyl]thieno[3,2-d]pyrimidine-2,4-dione C1CCC2=C(C=CC=C12)C1=CC=2N(C(N(C(C2S1)=O)C1=CN=CC2=CC=CC=C12)=O)CC1=CC=C(C=C1)OC